FC1=C(N)C(=CC(=C1)[N+](=O)[O-])F 2,6-difluoro-p-nitroaniline